COC([C@H](CC1=CC(=C(C(=C1)B1OC(C(O1)(C)C)(C)C)OCC1=CC=CC=C1)F)N)=O.CC1(CNC1)CS(=O)(=O)C 3-methyl-3-(methylsulfonylmethyl)azetidine methyl-(S)-2-amino-3-(4-(benzyloxy)-3-fluoro-5-(4,4,5,5-tetramethyl-1,3,2-dioxaborolan-2-yl)phenyl)propanoate